ClC=1C=C(C=CC1Cl)C=1N(C(=CC(C1C(=O)OCC)=O)CN1N=C(C=C1O)C(F)(F)F)CC ethyl 2-(3,4-dichlorophenyl)-1-ethyl-6-[[5-hydroxy-3-(trifluoromethyl)pyrazol-1-yl]methyl]-4-oxo-pyridine-3-carboxylate